N-(4-amino-5-(2-methoxyethoxy)pyridin-2-yl)acetamide hydrochloride Cl.NC1=CC(=NC=C1OCCOC)NC(C)=O